lithium (1,1,3,3-tetramethyldisilazane) salt C[SiH](N[SiH](C)C)C.[Li]